C(#N)C1(CC12CC2)C=2C=C1C=C(N=CC1=CC2)NC(=O)C2C(C2)C=2C=NN(C2C(F)(F)F)C N-(6-(1-cyanospiro[2.2]pentan-1-yl)isoquinolin-3-yl)-2-(1-methyl-5-(trifluoromethyl)-1H-pyrazol-4-yl)cyclopropane-1-carboxamide